12H-benzo[4,5]selenopheno[2,3-a]carbazole C1=CC=CC=2C=3C=CC4=C(C3NC12)[Se]C1=C4C=CC=C1